2-(4-(4-isopropylpiperazin-1-yl)phenyl)-5,7-dimethoxyquinazolin-4(3H)-one C(C)(C)N1CCN(CC1)C1=CC=C(C=C1)C1=NC2=CC(=CC(=C2C(N1)=O)OC)OC